(1R,2S,5S)-N-(benzo[d]thiazol-5-ylmethyl)-N-(4,4-difluorocyclohexyl)-3-tosyl-3-azabicyclo[3.1.0]hexane-2-carboxamide S1C=NC2=C1C=CC(=C2)CN(C(=O)[C@@H]2[C@@H]1C[C@@H]1CN2S(=O)(=O)C2=CC=C(C)C=C2)C2CCC(CC2)(F)F